[Cl-].[Cl-].C1(C=CC=C1)[Hf+3] (cyclopentadienyl)hafnium(IV) dichloride